2,2,6,6-tetramethyl-4-Piperidinol CC1(NC(CC(C1)O)(C)C)C